CC=1N=C2N(N=C(C=C2C)C2BOOC2)C1 2,8-dimethyl-6-(4,5-dioxaborolan-2-yl)imidazo[1,2-b]pyridazine